tripropylammonium tetra(2,3,4,6-tetrafluorophenyl)borate isopropyl-3-(3-acrylamido-4-methylphenyl)-2-(3-((dimethylamino)methyl)phenyl)-1H-pyrrolo[2,3-b]pyridine-5-carboxylate C(C)(C)OC(=O)C=1C=C2C(=NC1)NC(=C2C2=CC(=C(C=C2)C)NC(C=C)=O)C2=CC(=CC=C2)CN(C)C.FC2=C(C(=CC(=C2F)F)F)[B-](C2=C(C(=C(C=C2F)F)F)F)(C2=C(C(=C(C=C2F)F)F)F)C2=C(C(=C(C=C2F)F)F)F.C(CC)[NH+](CCC)CCC